(S)-4-((5-(1-amino-1,3-dihydrospiro[indene-2,4'-piperidine]-1'-yl)pyrazin-2-yl)thio)-3-chloropyridin-2-ol N[C@@H]1C2=CC=CC=C2CC12CCN(CC2)C=2N=CC(=NC2)SC2=C(C(=NC=C2)O)Cl